BrC=1C=CC(=C(C1)OC(F)(F)F)Cl 5-bromo-2-chloro-1-(trifluoromethoxy)benzene